(E)-4,8-dipropylcyclotetrasiloxane C(CC)[SiH]1O[SiH2]O[SiH](O[SiH2]O1)CCC